OCCC1=C(C(=C(C=C1)CCO)N)[N+](=O)[O-] 1,4-bis-(2-hydroxyethyl)-amino-2-nitrobenzene